N-[4-methyl-3-[N-methyl-3-(trifluoromethyl)anilino]phenyl]prop-2-enamide CC1=C(C=C(C=C1)NC(C=C)=O)N(C1=CC(=CC=C1)C(F)(F)F)C